NCC1=CC=C2CN(C(C2=C1)=O)C1C(NC(CC1)=O)=O 3-[6-(aminomethyl)-1-oxo-isoindolin-2-yl]piperidine-2,6-dione